C(C)(C)OC(C(S(=O)(=O)C)=[N+]=[N-])=O isopropyl-2-diazo-2-methanesulfonylacetate